8-(difluoromethyl)-9-isopropyl-N-(5-(piperazin-1-yl)pyridin-2-yl)-6,8-dihydro-5H-pyrazolo[3,4-H]quinolin-2-amine FC(N1N=C2CCC=3C=CC(=NC3C2=C1C(C)C)NC1=NC=C(C=C1)N1CCNCC1)F